N-[3-(7-{[(3S,4R)-3-fluoro-1-methylpiperidin-4-yl]amino}-3-(2,2,2-trifluoroethyl)pyrazolo[1,5-a]pyridin-2-yl)prop-2-yn-1-yl]-1-(1-hydroxycyclopropyl)-1H-pyrazole-4-carboxamide F[C@H]1CN(CC[C@H]1NC1=CC=CC=2N1N=C(C2CC(F)(F)F)C#CCNC(=O)C=2C=NN(C2)C2(CC2)O)C